COC=1C=C(CNC(C(=O)[C@H]2N(CCC2)C(CNC(=O)C2=CC=NC3=CC=C(C=C23)OCCCN2CCN(CC2)C(=O)OC(C)(C)C)=O)=O)C=CC1OC tert-butyl (S)-4-(3-((4-((2-(2-(2-((3,4-dimethoxybenzyl)amino)-2-oxoacetyl)pyrrolidin-1-yl)-2-oxoethyl)carbamoyl)quinolin-6-yl)oxy)propyl)piperazine-1-carboxylate